C(C)(C)(C)OC(=O)N1CC(C1)(C1=NC=CC=C1)NC(COC)=O 3-(2-methoxyacetamido)-3-(pyridin-2-yl)azetidine-1-carboxylic acid tert-butyl ester